BrC1=NN(C(=C1)C(=O)NC1=C(C=C(C=C1C(=O)NC)C#N)C)C1=NC=CC=C1Cl 3-bromo-1-(3-chloro-2-pyridinyl)-N-[4-cyano-2-methyl-6-[(methylamino)carbonyl]phenyl]-1H-pyrazole-5-carboxylic acid amide